3-(3-isopropyl-2-(1H-pyrazolo[3,4-b]pyridin-4-yl)-1H-indol-5-yl)benzenesulfonamide C(C)(C)C1=C(NC2=CC=C(C=C12)C=1C=C(C=CC1)S(=O)(=O)N)C1=C2C(=NC=C1)NN=C2